C(C)(C)(C)OC(=O)NS(=O)(=O)NCC1(CC1)N1CCN(CC1)C(=O)OC(C)(C)C tert-butyl 4-(1-(((N-(tert-butoxycarbonyl)sulfamoyl)amino)methyl)cyclopropyl)piperazine-1-carboxylate